[Na].C1CCC2=C(C=3CCCC3C=C12)NC(NS(N(C1CN(CC1)C(C)C)C=1C=NN(C1)C)(=O)=O)=O 3-(1,2,3,5,6,7-hexahydro-s-indacen-4-yl)-1-[(1-methyl-1H-pyrazol-4-yl)[1-(propan-2-yl)pyrrolidin-3-yl]sulfamoyl]urea Sodium Salt